FC1=C(C(=C(C=C1C1=NN(C2=NC(=NC=C21)N2CCNCC2)C)C(F)(F)F)F)O 2,6-Difluoro-3-(1-methyl-6-(piperazin-1-yl)-1H-pyrazolo[3,4-d]pyrimidin-3-yl)-5-(trifluoromethyl)phenol